ClC1=CC(=NC=C1C)N 4-chloro-5-methylpyridin-2-amine